BrC1=CC=C(C=C1)N1[C@@H](CNC[C@@H]1C)C (3R,5S)-4-(4-bromophenyl)-3,5-dimethyl-piperazin